1-(6-methoxy-3-nitro-1,7-naphthyridin-4-yl)cyclobutane-1-carboxylic acid methyl ester COC(=O)C1(CCC1)C1=C(C=NC2=CN=C(C=C12)OC)[N+](=O)[O-]